COC1CC(C1)C(=O)NC(NC1=CC(=C(C=C1)C)OC1=NC=CC=N1)=O 3-methoxy-N-((4-methyl-3-(pyrimidin-2-yloxy)phenyl)carbamoyl)cyclobutane-1-carboxamide